CC=1[C@H]2C([C@@H](CC1)C2)(C)C (1S,5S)-2,6,6-trimethyl-bicyclo[3.1.1]hept-2-ene